CC1=C(OC(C(=O)O)(C)C)C(=CC(=C1)SCN1N=CN(C1=O)C1=CC=C(C=C1)C(F)(F)F)C 2-(2,6-Dimethyl-4-(((5-oxo-4-(4-(trifluoromethyl)phenyl)-4,5-dihydro-1H-1,2,4-triazol-1-yl)methyl)thio)phenoxy)-2-methylpropionic acid